C1C(CC12CCNCC2)CN2N=C(C=1CN(CCC12)C(C)=O)N1CCCC2=CC(=C(C=C12)C(F)F)C=1C=NN(C1)C 1-[1-(7-azaspiro[3.5]nonan-2-ylmethyl)-3-[7-(difluoromethyl)-6-(1-methylpyrazol-4-yl)-3,4-dihydro-2H-quinolin-1-yl]-6,7-dihydro-4H-pyrazolo[4,3-c]pyridin-5-yl]ethanone